methyl 4-(5-chloro-2-((4-fluoro-2-methylphenyl)-amino)benzamido)-furan-2-carboxylate ClC=1C=CC(=C(C(=O)NC=2C=C(OC2)C(=O)OC)C1)NC1=C(C=C(C=C1)F)C